CNC(=O)C1=CSC=2C1=NC(=CC2C(F)(F)F)N2CC1(C2)CN(C1)C(CN1CCOCC1)=O N-methyl-5-(6-(2-morpholinoacetyl)-2,6-diazaspiro[3.3]hept-2-yl)-7-(trifluoromethyl)thieno[3,2-b]pyridine-3-carboxamide